diethylene glycol bis[3-(3-tert-butyl-4-hydroxy-5-methylphenyl) methyl propionate] C(C)(C)(C)C=1C=C(C=C(C1O)C)CCCC(=O)OCCOCCOC(CCCC1=CC(=C(C(=C1)C)O)C(C)(C)C)=O